(2R,3R,4S,5R)-2-((bis(4-methoxyphenyl)(phenyl)methoxy)methyl)-5-(6-chloro-9H-purin-9-yl)tetrahydrofuran-3,4-diol COC1=CC=C(C=C1)C(OC[C@H]1O[C@H]([C@H]([C@H]1O)O)N1C2=NC=NC(=C2N=C1)Cl)(C1=CC=CC=C1)C1=CC=C(C=C1)OC